2-(3-((2,4-Dioxotetrahydropyrimidin-1(2H)-yl)methyl)-2-oxopyridin-1(2H)-yl)acetic acid O=C1N(CCC(N1)=O)CC=1C(N(C=CC1)CC(=O)O)=O